2-Fluoro-5-(4-(trifluoromethyl)-1H-imidazol-2-yl)pyridine FC1=NC=C(C=C1)C=1NC=C(N1)C(F)(F)F